6-(6-hydroxy-6-methyl-2-azaspiro[3.3]heptane-2-yl)benzo[b]thiophene-2-carboxylic acid ethyl ester C(C)OC(=O)C1=CC2=C(S1)C=C(C=C2)N2CC1(C2)CC(C1)(C)O